Cl.NC1=CC=C(C=N1)N1C[C@H](CCC1)N(CC1=CC(=NC=C1)C)CC1=CN(C2=CC=CC=C2C1=O)C(C)C 3-({[(3S)-1-(6-aminopyridin-3-yl)piperidin-3-yl][(2-methylpyridin-4-yl)methyl]amino}methyl)-1-(propan-2-yl)-1,4-dihydroquinolin-4-one hydrochloride